N1C=NC(=C1)C1CN(C1)C(=O)OC(C)(C)C tert-butyl 3-(1H-imidazol-4-yl)azetidine-1-carboxylate